NC1=C(C(=C(C=C1F)C(\C=C\C=1C=NC=CC1)=O)O)[N+](=O)[O-] (E)-1-(4-amino-5-fluoro-2-hydroxy-3-nitrophenyl)-3-(pyridin-3-yl)prop-2-en-1-one